NC=1C=C(C=C(C1F)C(F)(F)F)[C@@H](C)NC(=O)C=1C=2N(C=C(C1)C1=CC=NC=C1)C[C@H](N2)C (2R)-N-[(1R)-1-[3-amino-4-fluoro-5-(trifluoromethyl)phenyl]ethyl]-2-methyl-6-(4-pyridyl)-2,3-dihydroimidazo[1,2-a]pyridine-8-carboxamide